(S)-(2-(2-methoxy-7-methylquinoxalin-5-yl)-7,8-dihydrobenzofuro[5,4-d]thiazol-7-yl)methyl chloroformate ClC(=O)OC[C@H]1OC2=C(C1)C1=C(N=C(S1)C1=C3N=CC(=NC3=CC(=C1)C)OC)C=C2